ClC1=CC2=C(N=CNC2=O)N1C1=CC=C(C=C1)[C@H]1CO[C@@H](CN1C(=O)OC(C)(C)C)C1CC1 tert-butyl (2R,5S)-5-(4-(6-chloro-4-oxo-3,4-dihydro-7H-pyrrolo[2,3-d]pyrimidin-7-yl)phenyl)-2-cyclopropylmorpholine-4-carboxylate